ClC1=CC=C(OC2=CC=C(C=C2)[C@H]2SCC[C@H](NC2=O)CNC2=NC=NS2)C=C1 (2R,5S)-2-[4-(4-chlorophenoxy)phenyl]-5-[(1,2,4-thiadiazol-5-ylamino)methyl]-1,4-thiazepan-3-one